tert-butyl (6S,7S)-6-(3-bromobenzyl)-7-((difluoromethyl)sulfonamido)-5-azaspiro[2.4]heptane-5-carboxylate BrC=1C=C(C[C@@H]2N(CC3(CC3)[C@@H]2NS(=O)(=O)C(F)F)C(=O)OC(C)(C)C)C=CC1